6-[4-(2-{6-Azaspiro[2.5]oct-6-yl}-4-iodophenyl)-1H-1,2,3-triazol-1-yl]-8-(4,4-difluoropiperidin-1-yl)quinoline tert-butyl-((1R,3S)-3-(2-bromoacetyl)cyclopentyl)carbamate C(C)(C)(C)N(C(O)=O)[C@H]1C[C@H](CC1)C(CBr)=O.C1CC12CCN(CC2)C2=C(C=CC(=C2)I)C=2N=NN(C2)C=2C=C1C=CC=NC1=C(C2)N2CCC(CC2)(F)F